C(C)(C)(C)OC(N(C(=O)OC(C)(C)C)C=1C(=NC(=C(C1)C(F)(F)F)Br)C=1OC(=NN1)[C@](CCC=C)(C(F)(F)F)OCC1=CC=CC=C1)=O N-[2-[5-[(1R)-1-benzyloxy-1-(trifluoromethyl)pent-4-enyl]-1,3,4-oxadiazol-2-yl]-6-bromo-5-(trifluoromethyl)-3-pyridinyl]-N-tert-butoxycarbonyl-carbamic acid tert-butyl ester